OC1(C(=C2C3=CC(C(C=C3C3=CC(C(C(=C3C2=C(C1(O)O)C1=CC=CC=C1)C1=CC=CC=C1)(O)O)(O)O)(O)O)(O)O)C1=CC=CC=C1)O 2,3,6,7,10,11-hexahydroxytriphenyl-(2,3,6,7,10,11-triphenylenehexol)